CC1=C(C=C(C(=O)NC=2C=NC=C(C2)C(F)(F)F)C=C1)[C@H]1CN(CC1)C=1C=NN2C1N=C(C=C2)C (S)-4-methyl-3-(1-(5-methylpyrazolo[1,5-a]pyrimidin-3-yl)pyrrolidin-3-yl)-N-(5-(trifluoromethyl)pyridin-3-yl)benzamide